C1([C@H](O)[C@H](O)[C@@H](O)[C@@H](O1)C)O[C@@H](C=O)[C@@H](O)[C@H](O[C@H]1[C@H](O)[C@H](O)[C@@H](O)[C@@H](O1)C)[C@H](O)CO L-rhamnopyranosyl-(1→2)-[α-L-rhamnopyranosyl-(1→4)]-D-glucose